C12=CC=C(N1)C=C1C=CC(=N1)C=C1C=CC(N1)=CC=1C=CC(N1)=C2.[Co+2] cobalt (II) porphyrin